C(C1=CC=CC=C1)OCOCCCC(CC(CC(C)[Mg]Cl)C)C 8-benzyloxymethoxy-1,3,5-trimethyloctylmagnesium chloride